C(C)OC(=O)N1CCC(C1)C=O 4-formylpyrrolidine-1-carboxylic acid ethyl ester